methyl ((S)-1-((1S,3aR,6aS)-1-(((S)-6,6-difluoro-1-(methylamino)-1,2-dioxoheptan-3-yl)carbamoyl)hexahydrocyclopenta[c]pyrrol-2(1H)-yl)-4,4,4-trifluoro-1-oxobutan-2-yl)carbamate FC(CC[C@@H](C(C(=O)NC)=O)NC(=O)[C@H]1N(C[C@H]2[C@@H]1CCC2)C([C@H](CC(F)(F)F)NC(OC)=O)=O)(C)F